CN(C1=NC=CN=C1N1CCNCC1)C1=NC=C(C=C1)C(F)(F)F N-methyl-3-(piperazin-1-yl)-N-[5-(trifluoromethyl)pyridin-2-yl]pyrazin-2-amine